[(3aR,7aR)-2-[1-(2,2-difluoroethyl)-1H-pyrazolo[3,4-b]pyrazin-6-yl]-octahydro-1H-pyrrolo[3,4-c]pyridin-5-yl]-6-(trifluoromethyl)pyridine FC(CN1N=CC=2C1=NC(=CN2)N2C[C@@H]1CN(CC[C@H]1C2)C2=NC(=CC=C2)C(F)(F)F)F